(±)-Trans-2-(3-((6-(4-(((cyclopentyl(methyl)carbamoyl)oxy)methyl)-3-methylisoxazol-5-yl)-2-methylpyridin-3-yl)oxy)cyclopentyl)acetic Acid C1(CCCC1)N(C(=O)OCC=1C(=NOC1C1=CC=C(C(=N1)C)O[C@@H]1C[C@H](CC1)CC(=O)O)C)C |r|